CC1(OC[C@H](O1)CN)C |r| racemic-(2,2-dimethyl-1,3-dioxolan-4-yl)methylamine